C(C)[NH+](CC)CC.C(C)(=O)[O-] acetic acid triethyl-ammonium salt